C(C)(C)(C)OC(=O)N1CC2=C(CCC1)C1=C(S2)N=CN=C1Cl 4-chloro-6,7-dihydro-5H-pyrimido[5',4':4,5]thieno[2,3-c]azepine-8(9H)-carboxylic acid tert-butyl ester